(rac)-2-((4-(aminomethyl)-5-(tert-butoxycarbonyl)-1-(4-cyclobutylphenyl)-4,5,6,7-tetrahydro-1H-pyrazolo[4,3-c]pyridin-3-yl)oxy)acetic acid NC[C@@H]1N(CCC2=C1C(=NN2C2=CC=C(C=C2)C2CCC2)OCC(=O)O)C(=O)OC(C)(C)C |r|